N-caffeoyl-glutamic acid dimethyl ester COC([C@@H](NC(\C=C\C1=CC(O)=C(O)C=C1)=O)CCC(=O)OC)=O